ClC=1C=C(C=CC1C(=O)N1CCN(CC1)C(=O)[C@H]1NC[C@@H]([C@@H]1O)O)NC(=O)C=1N(C(=CN1)C1=C(C(=C(C=C1)OC)F)F)C N-[3-chloro-4-[4-[(2S,3R,4S)-3,4-dihydroxypyrrolidine-2-carbonyl]piperazine-1-carbonyl]phenyl]-5-(2,3-difluoro-4-methoxy-phenyl)-1-methyl-imidazole-2-carboxamide